(S)-6-(1-amino-1,3-dihydrospiro[indene-2,4'-piperidin]-1'-yl)-3-(1-(2-(difluoromethoxy)pyridin-4-yl)cyclopropyl)-1,5-dihydro-4H-pyrazolo[3,4-d]pyrimidin-4-one N[C@@H]1C2=CC=CC=C2CC12CCN(CC2)C=2NC(C1=C(N2)NN=C1C1(CC1)C1=CC(=NC=C1)OC(F)F)=O